C(CCCCC(=O)O)(=O)O.CC(CCCC)(O)O methyl-pentanediol adipate